N-[[2-fluoro-4-(trifluoromethyl)phenyl]methyl]-2-azaspiro[3.3]heptan-6-amine FC1=C(C=CC(=C1)C(F)(F)F)CNC1CC2(CNC2)C1